ClC1=NC=C(C(=C1)C1=C(C=NC(=C1)C)C(=O)NC=1SC2=C(N1)CN(C2)C(=O)C=2OC(=CN2)C)OC 2'-chloro-5'-methoxy-6-methyl-N-(5-(5-methyloxazole-2-carbonyl)-5,6-dihydro-4H-pyrrolo[3,4-d]thiazol-2-yl)-[4,4'-bipyridine]-3-carboxamide